ClCC1=CC2=NC=C(C(=C2N1COCC[Si](C)(C)C)CCC(F)(F)F)F [[2-(chloromethyl)-6-fluoro-7-(3,3,3-trifluoropropyl)pyrrolo[3,2-b]pyridin-1-yl]methoxy]ethyl-trimethyl-silane